C1(CC1)C1=C2C=CC=C(C2=CC=C1)C(=O)NC1=CC=C(C=C1)F 5-cyclopropyl-N-(4-fluorophenyl)-1-naphthamide